5-(4-((4-(4-amino-3-(4-phenoxyphenyl)-1H-pyrazolo[3,4-d]pyrimidin-1-yl)-3-fluorocyclohexyl)Methyl)piperazin-1-yl-2,2,3,3,5,5,6,6-d8)-2-(2,6-dioxopiperidin-3-yl)isoindol NC1=C2C(=NC=N1)N(N=C2C2=CC=C(C=C2)OC2=CC=CC=C2)C2C(CC(CC2)CN2C(C(N(C(C2([2H])[2H])([2H])[2H])C2=CC1=CN(C=C1C=C2)C2C(NC(CC2)=O)=O)([2H])[2H])([2H])[2H])F